CC(C(=O)OCC(C)(NC1=NC2=C(N1)C=CC=C2CN2C(OC=C2C)=N)C2=CC(=CC=C2)Cl)(C)C 2-(3-chlorophenyl)-2-({4-[(2-imino-4-methyl-2,3-dihydro-1,3-oxazol-3-yl)methyl]-1H-1,3-benzodiazol-2-yl}amino)propyl 2,2-dimethylpropanoate